C1(=CC=CC2=CC=CC=C12)N(C1=CC=2C3(C4=CC(=CC=C4C2C=C1)N(C1=CC=CC=C1)C1=CC=CC2=CC=CC=C12)C1=CC=CC=C1C=1C=CC=CC13)C1=CC=CC=C1 N2,N7-di-1-naphthyl-N2,N7-diphenyl-9,9'-spirobi[9H-fluorene]-2,7-diamine